CC1=CC2(CCC=3C(NC(=NC3C2)SC)=O)C2=CC=CC=C12 3-methyl-2'-(methylthio)-5',8'-dihydro-3'H-spiro[indene-1,7'-quinazolin]-4'(6'H)-one